bis(4,5,6,7-tetrahydro-1-indenyl)zirconium (IV) C1(C=CC=2CCCCC12)[Zr+2]C1C=CC=2CCCCC12